4-isobutyl-1-isobutylaminocarbonyl-2-benzyl-4,10-diazatricyclo[5.3.1.03,8]undeca-9-ene C(C(C)C)N1C2C(C3(N=CC2C(CC1)C3)C(=O)NCC(C)C)CC3=CC=CC=C3